2-[4-(difluoromethyl)-6-[2-(4-formylphenyl)ethynyl]-7-methyl-indazol-2-yl]-2-spiro[6,7-dihydropyrrolo[1,2-c]imidazole-5,1'-cyclopropan]-1-yl-N-thiazol-2-yl-acetamide FC(C=1C2=CN(N=C2C(=C(C1)C#CC1=CC=C(C=C1)C=O)C)C(C(=O)NC=1SC=CN1)C1=C2N(C=N1)C1(CC1)CC2)F